Tert-butyl 3-(4-tert-butoxy-N-cyclopropyl-anilino)azetidine-1-carboxylate C(C)(C)(C)OC1=CC=C(N(C2CC2)C2CN(C2)C(=O)OC(C)(C)C)C=C1